NC=1C=C(C=CC1OCC1=CC=CC=C1)C(CN(C(CC1=CC=C(C=C1)OC)C)CC1=CC=CC=C1)O 1-(3-amino-4-benzyloxyphenyl)-2-{benzyl-[2-(4-methoxyphenyl)-1-methylethyl]amino}ethanol